(E)-3-(dimethylamino)-1-(4-methoxynaphthalene-1-yl)-2-(3,4,5-trimethoxyphenyl)prop-2-en-1-one CN(/C=C(/C(=O)C1=CC=C(C2=CC=CC=C12)OC)\C1=CC(=C(C(=C1)OC)OC)OC)C